(R)-3-Ethoxy-N-(3-(2-((2-fluoro-3-(methylsulfonyl)phenyl)amino)-5-methylpyrimidin-4-yl)-1H-indol-7-yl)-2-(4-methylpiperazin-1-yl)propanamid C(C)OC[C@H](C(=O)NC=1C=CC=C2C(=CNC12)C1=NC(=NC=C1C)NC1=C(C(=CC=C1)S(=O)(=O)C)F)N1CCN(CC1)C